N,N-dimethyl-3-(4-(9-(4-methylpiperazin-1-yl)benzo[4,5]imidazo[1,2-a]pyridin-2-yl)phenoxy)-1-propylamine CN(C)CCCOC1=CC=C(C=C1)C=1C=CC=2N(C1)C1=C(N2)C=CC=C1N1CCN(CC1)C